ClC1=C(C(=NN1C)C1=NOC(=C1)C)C(=O)N1CC(CCCC1)NCCC(C)C (5-Chloro-1-methyl-3-(5-methylisoxazol-3-yl)-1H-pyrazol-4-yl)(3-(isopentylamino)azepan-1-yl)methanone